1,3-diallyl-1,3-dimethyl-1,3-disiloxetane C(C=C)[Si]1(O[Si](C1)(C)CC=C)C